COC=1C=C(C=CC1OC)C1=CC=NC=2N1N=C(C2)C(=O)NC21CC(C2)(C1)NC(=O)N1CCOCC1 N-(3-(7-(3,4-dimethoxyphenyl)pyrazolo[1,5-a]pyrimidine-2-carboxamido)bicyclo[1.1.1]pentan-1-yl)morpholine-4-carboxamide